6-Bromo-N-((6-(4-methylpiperazin-1-yl)pyridin-3-yl)methyl)quinazolin-4-amine BrC=1C=C2C(=NC=NC2=CC1)NCC=1C=NC(=CC1)N1CCN(CC1)C